C(C)OC(C1=C(C(=NC=C1F)C(F)(F)F)OC=1C(=NC(=CC1)F)C)=O 5-fluoro-3-((6-fluoro-2-methylpyridin-3-yl)oxy)-2-(trifluoromethyl)isonicotinic acid ethyl ester